BrC=1C=C(C(=NC1)CN)Cl (5-bromo-3-chloropyridin-2-yl)methylamine